manganous thiophosphite P([S-])([O-])[O-].[Mn+2].P([S-])([O-])[O-].[Mn+2].[Mn+2]